8-fluoro-6-((R)-2-((3aS,5S,6aR)-5-(2-fluorophenoxy)-3a-hydroxycyclopenta[c]pyrrol-2(1H)-yl)-1-hydroxyethyl)-3,4-dihydroquinolin-2(1H)-one FC=1C=C(C=C2CCC(NC12)=O)[C@H](CN1CC=2[C@](C1)(C=C(C2)OC2=C(C=CC=C2)F)O)O